2-[[2-(4-bromo-2,6-dichloro-phenoxy)-5-methoxy-4-pyridinyl]-sulfonylamino]-acetic acid methyl ester COC(CNS(=O)(=O)C1=CC(=NC=C1OC)OC1=C(C=C(C=C1Cl)Br)Cl)=O